(3-(2-(methylthio)propan-2-yl)-1H-1,2,4-triazol-5-yl)methanamine hydrochloride Cl.CSC(C)(C)C1=NNC(=N1)CN